N-((2-(6-(6-(hydroxymethyl)-3-azabicyclo[3.1.0]hexan-3-yl)pyridin-2-yl)-1,6-naphthyridin-7-yl)methyl)-5-(methylsulfonyl)nicotinamide OCC1C2CN(CC12)C1=CC=CC(=N1)C1=NC2=CC(=NC=C2C=C1)CNC(C1=CN=CC(=C1)S(=O)(=O)C)=O